rel-(2R,3S,4S,5R)-N-(6-((R*)-1,2-dihydroxyethyl)pyridin-3-yl)-3-(2-ethoxy-4-fluoro-3-methylphenyl)-4,5-dimethyl-5-(trifluoromethyl)tetrahydrofuran-2-carboxamide O[C@@H](CO)C1=CC=C(C=N1)NC(=O)[C@@H]1O[C@]([C@H]([C@H]1C1=C(C(=C(C=C1)F)C)OCC)C)(C(F)(F)F)C |o1:1,13,15,16,17|